CN(C)C(C(=O)OCC)=C ethanol N,N-dimethylaminoacrylate